2-[2-[2-(8-chloro-4-oxo-chromen-2-yl)-5-methoxy-phenoxy]ethylamino]-2-oxo-acetic acid ClC=1C=CC=C2C(C=C(OC12)C1=C(OCCNC(C(=O)O)=O)C=C(C=C1)OC)=O